6-hydroxy-2,3-dihydro-1H-isoindol-1-one OC1=CC=C2CNC(C2=C1)=O